tert-Butyl-N-[2-[2-[4-cyano-2-(6-piperidin-1-ylpyridazin-4-yl)sulfinylphenyl]pyrimidin-5-yl]ethyl]carbamate C(C)(C)(C)OC(NCCC=1C=NC(=NC1)C1=C(C=C(C=C1)C#N)S(=O)C1=CN=NC(=C1)N1CCCCC1)=O